6-bromo-8-(4-(trifluoromethyl)phenyl)-[1,2,4]triazolo[4,3-a]pyrazine BrC=1N=C(C=2N(C1)C=NN2)C2=CC=C(C=C2)C(F)(F)F